ClC1=NC(=C(C=C1F)F)Cl 2,6-dichloro-3,5-difluoropyridine